COC=1C=C(\C=N\NC(C2=CC(=NC=C2)C2=CC=C(C=C2)OC(F)(F)F)=O)C=C(C1)OC (E)-N'-(3,5-dimethoxybenzylidene)-2-(4-(trifluoromethoxy)phenyl)isonicotinohydrazide